Sodium metabisulphate S(=O)(=O)([O-])S(=O)(=O)[O-].[Na+].[Na+]